C(C1=CC=CC=C1)N1C(=NC=C1)SC(C(=O)NC1=C(C2=C(S1)CCC2)C(=O)N)C 2-{2-[(1-benzyl-1H-imidazol-2-yl)sulfanyl]propanamido}-4H,5H,6H-cyclopenta[b]thiophene-3-carboxamide